N-(3-(3-chloro-2-(3-methyl-4-((((5-oxopyrrolidin-2-yl)methyl)amino)methyl)phenyl)pyridin-4-yl)-2-methylphenyl)-5-(((2-hydroxyethyl)amino)methyl)picolinamide ClC=1C(=NC=CC1C=1C(=C(C=CC1)NC(C1=NC=C(C=C1)CNCCO)=O)C)C1=CC(=C(C=C1)CNCC1NC(CC1)=O)C